N-acetoxypyridine C(C)(=O)ON1CC=CC=C1